(S)-2-(3-(5-chloro-2-(2-methylazetidin-1-yl)-6-(trifluoromethyl)pyrimidin-4-yl)-1,2,4-oxadiazol-5-yl)-1-(piperazin-1-yl)ethan-1-one-2,2-d2 ClC=1C(=NC(=NC1C(F)(F)F)N1[C@H](CC1)C)C1=NOC(=N1)C(C(=O)N1CCNCC1)([2H])[2H]